9-(1-((6-Chloro-2-(2-methyl-2H-tetrazol-5-yl)pyridin-3-yl)amino)ethyl)-N,N,4,7-tetramethyl-5-oxo-4,5-dihydroimidazo[1,5-a]quinazoline-3-carboxamide ClC1=CC=C(C(=N1)C=1N=NN(N1)C)NC(C)C=1C=C(C=C2C(N(C=3N(C12)C=NC3C(=O)N(C)C)C)=O)C